(S)-2-((4-((2-((4-Chloro-2-fluorophenoxy)methyl)pyrimidin-4-yl)amino)piperidin-1-yl)methyl)-1-(oxetan-2-ylmethyl)-1H-benzo[d]imidazole-6-carboxylic acid ClC1=CC(=C(OCC2=NC=CC(=N2)NC2CCN(CC2)CC2=NC3=C(N2C[C@H]2OCC2)C=C(C=C3)C(=O)O)C=C1)F